acetamidoacetaldehyde C(C)(=O)NCC=O